6-bromo-3-ethyl-2-methylimidazo[4,5-c]pyridine BrC1=CC2=C(C=N1)N(C(=N2)C)CC